OC1(OC(C2=CC=CC=C2C1)(C)C)O Dihydroxydimethylisochroman